NC=1C(=NC=CC1)N[C@@H]1CN(C[C@H]1F)C(=O)OC(C)(C)C tert-Butyl (3R,4R)-3-((3-aminopyridin-2-yl)amino)-4-fluoropyrrolidine-1-carboxylate